C(C1=CC=CC=C1)N([C@H]1CN(C[C@@H]1C)C(=O)OC(C)(C)C)C tert-butyl (3R,4S)-3-(benzyl(methyl)amino)-4-methylpyrrolidine-1-carboxylate